(2-((1R,3R,4S)-3-Amino-4-(((S)-2-amino-3-methylbutanamido)methyl)-3-(methoxycarbonyl)cyclohexyl)ethyl)boronic acid dihydrochloride Cl.Cl.N[C@@]1(C[C@@H](CC[C@H]1CNC([C@H](C(C)C)N)=O)CCB(O)O)C(=O)OC